CC1=CC=C(OC2=C(NC3=CC=CC=C23)C2=NNC(=C2)NC(C2=CC=C(C=C2)NC2CCN(CC2)C)=O)C=C1 N-(3-(3-(4-methylphenoxy)-1H-indol-2-yl)-1H-pyrazol-5-yl)-4-((1-methylpiperidin-4-yl)amino)benzamide